(S)-1-(1-(4-(2-azidoethoxy)phenyl)-3-ethoxypropan-2-yl)-1H-imidazo[4,5-c]quinolin-4-amine hydrochloride Cl.N(=[N+]=[N-])CCOC1=CC=C(C=C1)C[C@@H](COCC)N1C=NC=2C(=NC=3C=CC=CC3C21)N